[1,3]dioxazolo[4,5-g]isoquinoline O1NOC=2C1=CC=1C=CN=CC1C2